FC=1C=C2C(N(C=3N(C2=CC1)C(NN3)=S)CCCNC(CC3=NC=CC=C3)=O)=O N-(3-(7-Fluoro-5-oxo-1-thioxo-1,2-dihydro-[1,2,4]triazolo[4,3-a]quinazolin-4(5H)-yl)propyl)-2-(pyridine-2-yl)acetamide